ClC=1N(C2=CC=CC=C2C1C=NNC(=O)NC1=C(C=CC=C1)F)CC 2-((2-chloro-1-ethyl-1H-indol-3-yl)methylene)-N-(2-fluorophenyl)hydrazine-1-carboxamide